methyl di-(1-hexyl) phosphate P(=O)(OC)(OCCCCCC)OCCCCCC